FC=1C=C2C=C(NC2=CC1)C(CCC)O 1-(5-fluoro-1H-indol-2-yl)butan-1-ol